N-(2-methylpentan-3-yl)benzene-1,2-diamine CC(C)C(CC)NC=1C(=CC=CC1)N